2,2-Dimethoxy-1-phenyl-1-aza-2-silacyclopentane CO[Si]1(N(CCC1)C1=CC=CC=C1)OC